vinylmethyl-dimethoxysilane C(=C)C[SiH](OC)OC